NC1=NC=CC(=C1)C[C@@H]1[C@H](N(C1=O)C(=O)N[C@H](CC)C1=CC=CC=C1)C(=O)N(C)C1=C(C=NN1C)C (2S,3R)-3-((2-aminopyridin-4-yl)methyl)-N2-(1,4-dimethyl-1H-pyrazol-5-yl)-N1-((R)-1-phenylpropyl)-N2-methyl-4-oxoazetidine-1,2-dicarboxamide